[As]([O-])([O-])([O-])=O.[Fe+3] iron (III) arsenate